C(#N)[C@H]1N(CC(C1)(F)F)C(CNC(C1=C(C=NC=C1)CC1=CC=C(C=C1)F)=O)=O (S)-N-(2-(2-cyano-4,4-difluoropyrrolidin-1-yl)-2-oxoethyl)-3-(4-fluorobenzyl)isonicotinamide